C1(CC1)CN1N=CC(=N1)C(=O)N[C@H](CC(C(F)(F)F)(C)C)C1=NC2=C(N1)C=CC(=C2)[C@@H](C)NC(CCC(F)(F)F)=O |o1:12| 2-(Cyclopropylmethyl)-N-((R*)-4,4,4-trifluoro-3,3-dimethyl-1-(5-((R)-1-(4,4,4-trifluorobutanamido)ethyl)-1H-benzo[d]imidazol-2-yl)butyl)-2H-1,2,3-triazole-4-carboxamide